5-methylpyrimidin-4(3H)-one CC=1C(NC=NC1)=O